2-Amino-5-fluoro-4-(5-fluoro-3-((2S,3S)-3-(isopropylamino)-2-methylpyrrolidin-1-yl)-7,9-dihydrofuro[3,4-f]-quinazolin-6-yl)benzo-[b]thiophene-3-carbonitrile NC1=C(C2=C(S1)C=CC(=C2C=2C1=C(C=3C=NC(=NC3C2F)N2[C@H]([C@H](CC2)NC(C)C)C)COC1)F)C#N